(1S,4r)-4-((6-fluoro-5-(1-((S)-2-fluoropropyl)-1H-benzo[d][1,2,3]triazol-6-yl)-4-methoxypyrrolo[2,1-f][1,2,4]triazin-2-yl)amino)-1-methylcyclohexan-1-ol FC=1C(=C2C(=NC(=NN2C1)NC1CCC(CC1)(O)C)OC)C=1C=CC2=C(N(N=N2)C[C@H](C)F)C1